3-(2-methoxyethoxy)cyclohexane-1-amine hydrochloride Cl.COCCOC1CC(CCC1)N